N1CCC(CC1)NC1=NC=C(C(=N1)C=1C=NN(C1)CC(F)(F)F)C(F)(F)F N-(Piperidin-4-yl)-4-(1-(2,2,2-trifluoroethyl)-1H-pyrazol-4-yl)-5-(trifluoromethyl)-pyrimidin-2-amine